C(C)OC(=O)C=1N=CC=2CN(CC(C2C1)C(C)C)C1=CC(=C(C(=C1)F)Cl)F 7-(4-chloro-3,5-difluorophenyl)-5-isopropyl-5,6,7,8-tetrahydro-2,7-naphthyridine-3-carboxylic acid ethyl ester